N-(3-(11-amino-1,2,3,4-tetrahydro-6H-indolo[2,3-b]quinolin-6-yl)propyl)-5-methyl-3-Phenylisoxazole-4-carboxamide NC1=C2C(=NC=3CCCCC13)N(C=1C=CC=CC12)CCCNC(=O)C=1C(=NOC1C)C1=CC=CC=C1